(R)-N-(5-Chloro-3,4-dihydro-8-hydroxy-3-methyl-1-oxo-1H-2-benzopyran-7-yl)phenylalanine ClC1=CC(=C(C2=C1CC(OC2=O)C)O)N[C@H](CC2=CC=CC=C2)C(=O)O